C(C#N)#N.[Pb] lead ethanedinitrile